FC(CN[C@@H](CC1=CC=CC=2N(C(OC21)=O)C(C2=CC=CC=C2)(C2=CC=CC=C2)C2=CC=CC=C2)C)(F)F (R)-7-(2-((2,2,2-trifluoroethyl)amino)propyl)-3-triphenylmethylbenzo[d]oxazol-2(3H)-one